C(C)(C)(C)OC(=O)N(CC(=O)OCC=1C(=NC=CC1)N(C)C(=O)OC(C)Cl)C (2-(((1-chloroethoxy)carbonyl)(methyl)amino)pyridin-3-yl)methyl 2-((tert-butoxycarbonyl) (methyl)amino)acetate